FC(C(=O)O)(F)F.ClC1=CC=C(C[C@H]2CO[C@H](CN2C2CCC(CC2)C2=NN(C(=C2)C)C)CN2C(CCC2=O)=O)C=C1 1-(((2R,5S)-5-(4-chlorobenzyl)-4-(4-(1,5-dimethyl-1H-pyrazol-3-yl)cyclohexyl)morpholin-2-yl)methyl)pyrrolidine-2,5-dione 2,2,2-trifluoroacetate